C(#N)C1=C(C(=CC2=CC=CC=C12)OCC)C1=C(C=NN1C)C1=CC(=C2C(NN=C(C2=C1)CNC(=O)C1=C(C(=O)O)C=CC=C1)=O)OCC 2-[[7-[5-(1-cyano-3-ethoxy-2-naphthyl)-1-methyl-pyrazol-4-yl]-5-ethoxy-4-oxo-3H-phthalazin-1-yl]methylcarbamoyl]benzoic acid